OCC1=CC=C(C=C1)NC([C@H](CCCNC(=O)N)NC(OC(C)(C)C)=O)=O tert-butyl (S)-(1-((4-(hydroxymethyl)phenyl)amino)-1-oxo-5-ureidopentan-2-yl)carbamate